dimethyl 2-((3-(4-((5-(trifluoromethyl)pyridin-2-yl)oxy)phenyl)-1,2,4-oxadiazol-5-yl)methyl)malonate FC(C=1C=CC(=NC1)OC1=CC=C(C=C1)C1=NOC(=N1)CC(C(=O)OC)C(=O)OC)(F)F